tert-butyl 3-hydroxy-3-(((S)-1-phenyl-1,2,3,4-tetrahydroisoquinoline-2-carboxamido)methyl)pyrrolidine-1-carboxylate OC1(CN(CC1)C(=O)OC(C)(C)C)CNC(=O)N1[C@H](C2=CC=CC=C2CC1)C1=CC=CC=C1